tert-Butyl 9-cyano-3,5-dihydro-2H-pyrido[3,4-f][1,4]oxazepine-4-carboxylate C(#N)C1=CN=CC=2CN(CCOC21)C(=O)OC(C)(C)C